(1-ethylpropyl)-3,4-dimethylaniline C(C)C(CC)NC1=CC(=C(C=C1)C)C